methyl 2-(4-(3-(tert-butoxy)-3-oxopropyl)phenyl)-2-methylpropanoate C(C)(C)(C)OC(CCC1=CC=C(C=C1)C(C(=O)OC)(C)C)=O